C1(CCCCC1)C(=O)N CYCLOHEXANEFORMAMIDE